(R)-4-(8-cyano-2,3-dihydrobenzo[b][1,4]dioxin-5-yl)-5-ethoxy-2,8-dimethyl-1,4-dihydro-1,6-naphthyridine-3-formamide C(#N)C1=CC=C(C2=C1OCCO2)[C@H]2C(=C(NC1=C(C=NC(=C21)OCC)C)C)C(=O)N